N-[(1S)-1-(5-bromopyridin-3-yl)ethyl]-2-methylpropane-2-sulfinamide BrC=1C=C(C=NC1)[C@H](C)NS(=O)C(C)(C)C